(1R)-2-amino-1-[2-[4-chloro-2-[2-methyl-5-(oxan-4-yl)pyrazol-3-yl]oxyphenyl]pyrimidin-5-yl]ethanol NC[C@H](O)C=1C=NC(=NC1)C1=C(C=C(C=C1)Cl)OC=1N(N=C(C1)C1CCOCC1)C